O[C@@H]1[C@@H](O)[C@H](O)[C@@H](O1)[C@H](O)CO α-D-idofuranose